(R)-3-(7-(4-Chloro-3-(trifluoromethyl)benzoyl)-2-(isopropylamino)-6-methyl-4-oxo-5,6,7,8-tetrahydropyrido[3,4-d]pyrimidin-3(4H)-yl)-N,1,4-trimethyl-1H-pyrazole-5-carboxamide ClC1=C(C=C(C(=O)N2CC=3N=C(N(C(C3C[C@H]2C)=O)C2=NN(C(=C2C)C(=O)NC)C)NC(C)C)C=C1)C(F)(F)F